tert-Butyl 3-(2-{cyclooctyl[(3-methylisoxazole-4-carbonyl)amino]methyl}-4-fluoro-1H-benzimidazol-5-yl)-6,7-dihydro-5H-1,4-oxazepine-4-carboxylate C1(CCCCCCC1)C(C1=NC2=C(N1)C=CC(=C2F)C2=COCCCN2C(=O)OC(C)(C)C)NC(=O)C=2C(=NOC2)C